4-((3'-(5-(Hydroxymethyl)picolinamido)-2,2-dimethyl-[1,1'-biphenyl]-3-yl)carbamoyl)-3-methylbenzenesulfonyl fluoride OCC=1C=CC(=NC1)C(=O)NC=1C=C(C=CC1)C=1C(C(C=CC1)NC(=O)C1=C(C=C(C=C1)S(=O)(=O)F)C)(C)C